3-((benzyloxy)methyl)-1-(1-chloro-8-((1,1,1-trifluoropropan-2-yl)oxy)isoquinolin-6-yl)-4-ethyl-1H-1,2,4-triazol-5(4H)-one C(C1=CC=CC=C1)OCC1=NN(C(N1CC)=O)C=1C=C2C=CN=C(C2=C(C1)OC(C(F)(F)F)C)Cl